C(C)(C)(C)OC(=O)N1CC(C1)(O)C1=CNC2=CC=C(C=C12)F 3-(5-fluoro-1H-indol-3-yl)-3-hydroxyazetidine-1-carboxylic acid tert-butyl ester